C(CCC)C1=C(N=C(C=2NC3=CC=CC=C3C12)C)C(=O)NCCO butyl-1-methyl-N-(2-hydroxy)ethyl-β-carboline-3-carboxamide